2-(6-Bromo-2-pyridinyl)-1-pyrrolidin-1-ylethanone BrC1=CC=CC(=N1)CC(=O)N1CCCC1